2-chloroethyl-(triethoxysilane) ClCC[Si](OCC)(OCC)OCC